N-(2-pyridylmethyl)-N'-(1H-imidazol-2-ylmethyl)-N'-(5,6,7,8-tetrahydro-5-quinolinyl)-1,4-xylylenediamine N1=C(C=CC=C1)CNCC1=CC=C(C=C1)CN(C1C=2C=CC=NC2CCC1)CC=1NC=CN1